tetrakis(1,2,2,6,6-pentamethyl-4-piperidyl) 1,2,3,4-Butanetetracarboxylate C(C(C(CC(=O)OC1CC(N(C(C1)(C)C)C)(C)C)C(=O)OC1CC(N(C(C1)(C)C)C)(C)C)C(=O)OC1CC(N(C(C1)(C)C)C)(C)C)C(=O)OC1CC(N(C(C1)(C)C)C)(C)C